(2R,3S,4S)-2-[(4-chlorophenyl)methyl]-4-hydroxypyrrolidin-3-yl N-[(1-fluorocyclopropyl)methyl]carbamate FC1(CC1)CNC(O[C@H]1[C@H](NC[C@@H]1O)CC1=CC=C(C=C1)Cl)=O